C12NCC(C(C1)N(C(O)=O)C=1N=CC3=CC(=C(C=C3C1)C1=C(C3=C(OCCN3)N=C1)C)F)C2.FC(C=2C=C(CS)C=C(C2)C(F)(F)F)(F)F 3,5-bis(trifluoromethyl)benzyl thiol 2-Azabicyclo[2.2.1]heptan-5-yl-(7-fluoro-6-(8-methyl-2,3-dihydro-1H-pyrido[2,3-b][1,4]oxazin-7-yl)isoquinolin-3-yl)carbamate